NC=1N=C2N(C=C(C=C2)C2=C(C=C(C=C2)C(C)=O)C)C1C(=O)[C@H]1[C@H](C1)F 1-(4-(2-amino-3-((1S,2S)-2-fluorocyclopropane-1-carbonyl)imidazo[1,2-a]pyridin-6-yl)-3-methylphenyl)ethan-1-one